COC1=CC=C(C=C1)C1=CC=C(C=C1)B(O)O 4'-METHOXY-4-BIPHENYLBORONIC ACID